C=C\C=C\C=C/CCCCC (3E,5Z)-1,3,5-UNDECATRIENE